[O-2].[Zr+4].[Mn+2].[Ni+2].[Li+] lithium-nickel-manganese-zirconium oxide